BrC1=CC=NN1C(F)(F)Br 5-bromo-1-(bromodifluoromethyl)-1H-pyrazole